4-amino-N-((4R)-7-bromo-3,4-dihydro-1H-2-benzopyran-4-yl)-N-methyl-1,3-dihydrofuro[3,4-c][1,7]naphthyridine-8-carboxamide NC1=NC=2C=NC(=CC2C2=C1COC2)C(=O)N(C)[C@H]2COCC1=C2C=CC(=C1)Br